2-bromo-5,5-dimethylcyclohexanone BrC1C(CC(CC1)(C)C)=O